C(C)(=O)[C@]1([C@@H]2[C@]34C=5C(=C(C=CC5C[C@H]([C@@H]3C=C1)N(C)CC4)O)O2)O ls-6-monoacetylmorphine